4-xylyl isocyanate C1=C(C(=C(C=C1)N=C=O)C)C